BrC=1C(NC(N(C1)CC(=O)OC)=O)=O methyl (5-bromo-2,4-dioxo-3,4-dihydro-2H-pyrimidin-1-yl)-acetate